(E)-N-(phenylmethylidene)hydroxylamine C1(=CC=CC=C1)\C=N\O